3-amino-N-[(6S)-2-[(3S,4S)-3-amino-4-methoxy-3-methylpyrrolidin-1-yl]-5,6,7,8-tetrahydroquinolin-6-yl]-6-methylthieno[2,3-b]pyridine-2-carboxamide NC1=C(SC2=NC(=CC=C21)C)C(=O)N[C@@H]2CC=1C=CC(=NC1CC2)N2C[C@]([C@H](C2)OC)(C)N